C(C)OC(=O)[C@@H]1[C@H]2CCC([C@@H]12)(F)F (1r,5r,6r)-2,2-difluorobicyclo[3.1.0]hexane-6-carboxylic acid ethyl ester